[(2R,3E,5E)-6-[(2S,3S,4E,6S,7S,10S)-6-acetyloxy-7,10-dihydroxy-3,7-dimethyl-12-oxo-1-oxacyclododec-4-en-2-yl]-2-methylhepta-3,5-dienyl] (2R)-2-(hydroxymethyl)pyrrolidine-1-carboxylate OC[C@@H]1N(CCC1)C(=O)OC[C@@H](\C=C\C=C(/C)\[C@H]1OC(C[C@H](CC[C@]([C@H](/C=C/[C@@H]1C)OC(C)=O)(C)O)O)=O)C